tert-butyl 4-(methyl(6-(1-methyl-1H-pyrazol-4-yl)pyrazolo[1,5-a]pyridin-4-yl)amino)hexahydrocyclopenta[c]pyrrole-2(1H)-carboxylate CN(C1CCC2CN(CC21)C(=O)OC(C)(C)C)C=2C=1N(C=C(C2)C=2C=NN(C2)C)N=CC1